[OH-].C(C(=C)C)(=O)OCC[N+](C)(C)C (2-methacryloyloxyethyl)trimethyl-ammonium hydroxide